3-(5''-bromodispiro[cyclopropane-1,1'-cyclohexane-4',3''-indoline]-1''-carbonyl)-N-(3-methylbutan-2-yl)benzenesulfonamide BrC=1C=C2C3(CN(C2=CC1)C(=O)C=1C=C(C=CC1)S(=O)(=O)NC(C)C(C)C)CCC1(CC3)CC1